ClC1=CC=C(C(=O)C2=C(C=NN2C)C=2C(=CC(=NC2)OC)/C=C/C(=O)OCC)C=C1 ethyl (E)-3-(5-(5-(4-chlorobenzoyl)-1-methyl-1H-pyrazol-4-yl)-2-methoxypyridin-4-yl)acrylate